FC=1C=2N(C=C(C1)C=1N=C3N(C(N1)=O)C=C(C=C3)C3CN(CC3)C(=O)OC(C)(C)C)C=C(N2)C tert-butyl 3-(2-(8-fluoro-2-methylimidazo[1,2-a]pyridin-6-yl)-4-oxo-4H-pyrido[1,2-a][1,3,5]triazin-7-yl)pyrrolidine-1-carboxylate